methyl 3,5-dibromo-4-fluoro-1-((2-(trimethylsilyl)ethoxy) methyl)-1H-pyrrole-2-carboxylate BrC1=C(N(C(=C1F)Br)COCC[Si](C)(C)C)C(=O)OC